C(C)OC(=O)[C@@]1(C[C@H](CCC1)O)C |r| (±)-trans-3-hydroxy-1-methylcyclohexanecarboxylic acid ethyl ester